4-(2-fluoro-6-(trifluoromethyl)phenyl)-5,6-dihydropyridine-1(2H)-carboxylic acid tert-butyl ester C(C)(C)(C)OC(=O)N1CC=C(CC1)C1=C(C=CC=C1C(F)(F)F)F